N1=CC=C(C=C1)CNC(=O)C1COC2=C(O1)C=C(C=C2)OCC2=CC=CC=C2 7-Benzyloxy-2,3-dihydro-benzo[1,4]dioxine-2-carboxylic acid (pyridin-4-ylmethyl)-amide